C(C1=CC=CC=C1)NC1=CC(=CC(=C1)F)F N-benzyl-3,5-difluoroaniline